propane-1,3-diyl diacetate C(C)(=O)OCCCOC(C)=O